6-piperazin-1-ylnicotinamide hydrochloride Cl.N1(CCNCC1)C1=NC=C(C(=O)N)C=C1